O1CCC(=CC1)C=1C=CC(=NC1CN(C)C)NC(OC(C)(C)C)=O tert-butyl (5-(3,6-dihydro-2H-pyran-4-yl)-6-((dimethylamino) methyl) pyridin-2-yl)carbamate